FC1=CC=C(C=C1)N1C(=NC=2C=NC=3C=CC(=CC3C21)C=2C=CC(=NC2)N)C 5-(1-(4-fluorophenyl)-2-methyl-1H-imidazo[4,5-c]quinolin-8-yl)pyridin-2-amine